4-(2,6-difluoro-4-methoxyphenyl)-3-({5-[4-(propan-2-yl)phenyl]-1,3,4-oxadiazol-2-yl}amino)pyrrolidin-2-one FC1=C(C(=CC(=C1)OC)F)C1C(C(NC1)=O)NC=1OC(=NN1)C1=CC=C(C=C1)C(C)C